(1R,2S,6S)-2-((4-isopropylphenyl)carbamoyl)-6-(4-(methylamino)phenyl)cyclohexane-1-carboxylic acid C(C)(C)C1=CC=C(C=C1)NC(=O)[C@@H]1[C@@H]([C@H](CCC1)C1=CC=C(C=C1)NC)C(=O)O